O=CCCC1=CC=CC=C1 1-oxo-3-phenylpropan